[5-(chloromethyl)-1,3,4-oxadiazol-2-yl]-3-methoxy-1,2-diazine ClCC1=NN=C(O1)C1=C(N=NC=C1)OC